FC1=C(C(=CC=C1NS(=O)(=O)C=1C(=NC=C(C1)F)C)F)[C@@H]1CCC=2N(C1)C=NC2C(=O)NC (6S)-6-[2,6-difluoro-3-(5-fluoro-2-methylpyridine-3-sulfonamido)phenyl]-N-methyl-5H,6H,7H,8H-imidazo[1,5-a]pyridine-1-carboxamide